OCCC=1C=C(CCO)C=CC1 3-(2-hydroxyethyl)phenethyl alcohol